ClC=1C=C(OC2=C3C=NNC3=C(C=C2)S(=O)(=O)C)C=CC1 4-(3-chlorophenoxy)-7-methanesulfonyl-1H-indazole